3-methyl-4-(4-(piperazin-1-yloxy)but-1-yn-1-yl)-1H-pyrrole CC1=CNC=C1C#CCCON1CCNCC1